C(C1=CC=CC=C1)(C1=CC=CC=C1)N1CCN(CC1)C(CCC(=O)N[C@H](C(=O)N1[C@@H](C[C@H](C1)O)C(=O)NCC1=CC=C(C=C1)C1=C(N=CS1)C)C(C)(C)C)=O (2S,4R)-1-((S)-2-(4-(4-benzhydrylpiperazin-1-yl)-4-oxobutanamido)-3,3-dimethylbutanoyl)-4-hydroxy-N-(4-(4-methylthiazol-5-yl)benzyl)pyrrolidine-2-carboxamide